FC(CNC1=C(C#N)C=C(C=C1)C=1OC(=NN1)C=1C=C2C=CN=CC2=CC1)F 2-[(2,2-difluoro-ethyl)amino]-5-[5-(isoquinolin-6-yl)-1,3,4-oxadiazol-2-yl]benzonitrile